C(C1=CC=CC=C1)C1=C(SC=2N3C(COCC21)=NN=C3C)C#CC=3C=NN(C3)CCCCNC3=C2CN(C(C2=CC=C3)=O)C3C(NC(CC3)=O)=O 3-(4-((4-(4-((3-benzyl-9-methyl-4H,6H-thieno[2,3-e][1,2,4]triazolo[3,4-c][1,4]oxazepin-2-yl)ethynyl)-1H-pyrazol-1-yl)butyl)amino)-1-oxoisoindolin-2-yl)piperidine-2,6-dione